ClC1=C(C2=CC=CC=C2C=C1SCC1=CC=C(C=C1)OC)O chloro-3-((4-methoxybenzyl)thio)naphthalen-1-ol